NC1=NC(=NC=2N1N=C(N2)C=2OC=CC2)N[C@H](C(=O)N2CCN(CC2)CC(C)(C)F)COC (S)-2-((7-amino-2-(furan-2-yl)-[1,2,4]triazolo[1,5-a][1,3,5]triazin-5-yl)amino)-1-(4-(2-fluoro-2-methylpropyl)piperazin-1-yl)-3-methoxypropan-1-one